6-((trimethylsilyl)ethynyl)picolinonitrile C[Si](C)(C)C#CC1=CC=CC(=N1)C#N